formyl-pyridoxal CC1=C(C(=C(C(=N1)C=O)CO)C=O)O